tert-Butyl (Z)-2-(6-(2-fluoro-2-(4,4,5,5-tetramethyl-1,3,2-dioxaborolan-2-yl)vinyl)-3-phenoxy-2-(trifluoromethyl)phenyl)-2,9-diazaspiro[5.5]undecane-9-carboxylate F\C(=C/C1=CC=C(C(=C1N1CC2(CCC1)CCN(CC2)C(=O)OC(C)(C)C)C(F)(F)F)OC2=CC=CC=C2)\B2OC(C(O2)(C)C)(C)C